5,5-dimethyl-4H-isoxazol CC1(CC=NO1)C